C(C)OC1=CC2=C(N=CS2)C=C1 6-ethoxy-(benzothiazol)